6-(tert-butoxycarbonyl)-6-azaspiro[2.5]Octane-1-carboxylic acid C(C)(C)(C)OC(=O)N1CCC2(CC2C(=O)O)CC1